CCC(CC(=O)O)=O Methylacetoacetic acid